(R)-4-((1-(3-(difluoromethyl)-2-fluorophenyl)ethyl)amino)-2-methoxy-6-morpholinylpyrido[4,3-d]pyrimidin-7(6H)-one FC(C=1C(=C(C=CC1)[C@@H](C)NC=1C=2C(N=C(N1)OC)=CC(N(C2)N2CCOCC2)=O)F)F